C(C)OC=1C(C(=O)[O-])=CC=CC1.[Zn+2].C(C)OC=1C(C(=O)[O-])=CC=CC1 zinc(II) ethylsalicylate